CC(CO)=CC(CC=C)C 2,4-dimethyl-2,6-heptadien-1-ol